FC=1C(=C(C(=NC1)C(C)C)NC(=O)N=[S@](=O)(N)C=1SC=C(C1)C(C)(C)O)C(C)C |o1:14| (R) or (S)-N'-((5-fluoro-2,4-diisopropylpyridin-3-yl)carbamoyl)-4-(2-hydroxypropan-2-yl)thiophene-2-sulfonimidamide